2-amino-N-(2-fluorobenzyl)-3-methyl-N-(1H-pyrrolo[3,2-b]pyridin-3-ylmethyl)-6-quinolinecarboxamide NC1=NC2=CC=C(C=C2C=C1C)C(=O)N(CC1=CNC=2C1=NC=CC2)CC2=C(C=CC=C2)F